5-(tert-butyl)-N-(2-methyl-4-(3-(4-propionylpiperazin-1-yl)pyridin-4-yl)benzyl)-1,2,4-oxadiazole-3-carboxamide C(C)(C)(C)C1=NC(=NO1)C(=O)NCC1=C(C=C(C=C1)C1=C(C=NC=C1)N1CCN(CC1)C(CC)=O)C